C(C)(C)(C)C1=CC=C2C(NS(C3=CC=CC(N[C@H](CC[C@H]4CC(N(C2=N1)C4)(C)C)C4=CC=CC(=N4)C(=O)N)=N3)(=O)=O)=O 6-[(14S,17R)-8-tert-butyl-12,12-dimethyl-2,2,4-trioxo-2λ6-thia-3,9,11,18,23-pentaazatetracyclo[17.3.1.111,14.05,10]tetracosa-1(22),5,7,9,19(23),20-hexaen-17-yl]pyridine-2-carboxamide